2-[3-(5-chloro-2-fluoro-phenyl)-1H-pyrazol-4-yl]-7-(6-methyl-3,6-diazabicyclo[3.2.0]heptan-3-yl)-1,5-naphthyridine ClC=1C=CC(=C(C1)C1=NNC=C1C1=NC2=CC(=CN=C2C=C1)N1CC2CN(C2C1)C)F